N-(1-(4-(trifluoromethyl)benzyl)-1H-indazol-3-yl)benzamide FC(C1=CC=C(CN2N=C(C3=CC=CC=C23)NC(C2=CC=CC=C2)=O)C=C1)(F)F